BrC=1C=C(C=C(C1)Cl)[C@@H]1COC[C@H](N1C(C=C)=O)C(F)F 1-((3R,5S)-3-(3-bromo-5-chlorophenyl)-5-(difluoromethyl)morpholino)prop-2-en-1-one